2-fluoro-4-(1-(4-((trifluoromethyl)sulfonyl)phenyl)-1H-imidazol-4-yl)aniline FC1=C(N)C=CC(=C1)C=1N=CN(C1)C1=CC=C(C=C1)S(=O)(=O)C(F)(F)F